NC1=C2C(=NC=N1)N(N=C2C2=CC=C(C=C2)OC2=CC=CC=C2)[C@H]2CN(CCC2)C(CCCN2CCN(CC2)CCCCCCCNC2=C1CN(C(C1=CC=C2)=O)C2C(NC(CC2)=O)=O)=O 3-(4-((7-(4-(4-((R)-3-(4-amino-3-(4-phenoxyphenyl)-1H-pyrazolo[3,4-d]pyrimidin-1-yl)piperidin-1-yl)-4-oxobutyl)piperazin-1-yl)heptyl)amino)-1-oxoisoindoline-2-yl)piperidine-2,6-dione